2-[cyclopropyl-(difluoro)methyl]-4-phenoxy-pyrimidine-5-carboxylic acid ethyl ester C(C)OC(=O)C=1C(=NC(=NC1)C(F)(F)C1CC1)OC1=CC=CC=C1